2-fluoro-5-(4-methoxybenzyl)benzonitrile FC1=C(C#N)C=C(C=C1)CC1=CC=C(C=C1)OC